O=C([C@@H](O)[C@@H](O)[C@H](O)[C@H](O)CO)O.C[SiH2]O methylsilanol mannonate